C1(CC1)CN1N=NN(C1=O)CC1=C(SC(=C1)F)C1=CC=C(C(=N1)C)O[C@@H]1C[C@H](CCC1)C(=O)O (1S,3S)-3-((6-(3-((4-(cyclopropylmethyl)-5-oxo-4,5-dihydro-1H-tetrazol-1-yl)methyl)-5-fluorothien-2-yl)-2-methylpyridin-3-yl)oxy)cyclohexane-1-carboxylic acid